FC1=C(CN2C=NN(C2=O)C2=CC(=C(OC3=C(N=C(S3)\C=N\S(=O)C(C)(C)C)C)C=C2)F)C(=CC=C1)F (E)-N-((5-(4-(4-(2,6-difluorobenzyl)-5-oxo-4,5-dihydro-1H-1,2,4-triazol-1-yl)-2-fluorophenoxy)-4-methylthiazol-2-yl)methylene)-2-methylpropan-2-sulfinamide